1-(4-bromobutyl)-5-fluoro-1H-indole BrCCCCN1C=CC2=CC(=CC=C12)F